FC(COC=1C=C(C=CC1)C(C)=O)(F)F 1-(3-(2,2,2-trifluoroethoxy)phenyl)ethan-1-one